(S)-2-((((9H-fluoren-9-yl)methoxy)carbonyl)amino)-3-(3'-cyano-[1,1'-biphenyl]-3-yl)propanoic acid C1=CC=CC=2C3=CC=CC=C3C(C12)COC(=O)N[C@H](C(=O)O)CC=1C=C(C=CC1)C1=CC(=CC=C1)C#N